C(C)(C)C=1N(C=CC1C(=O)NC=1C=C(C=CC1C(F)(F)F)CC(=O)O)\C=C\CC1=CC=CC=C1 {3-[({2-isopropyl-1-[(1E)-3-phenyl-1-propen-1-yl]-1H-pyrrole-3-yl}carbonyl)amino]-4-(Trifluoromethyl)phenyl}acetic acid